2-methyl-4-methyl-heptanol CC(CO)CC(CCC)C